ClC=1C=C(C=CC1)[C@H]1NOCC1 (S)-3-(3-chlorophenyl)isoxazolidine